3-formyl-4-nitropyridine 1-oxide C(=O)C=1C=[N+](C=CC1[N+](=O)[O-])[O-]